Acryl-Acrylate C(=O)(C=C)OC(C=C)=O